1-[2-cyano-4-(trifluoromethyl)phenyl]-4-{3-fluoro-2'-methoxy-[2,3'-bipyridine]-5-yl}-N-[(3S)-1-methylpyrrolidin-3-yl]piperidine-4-carboxamide C(#N)C1=C(C=CC(=C1)C(F)(F)F)N1CCC(CC1)(C(=O)N[C@@H]1CN(CC1)C)C=1C=C(C(=NC1)C=1C(=NC=CC1)OC)F